C1(=CC=CC=C1)[C@@H](C)N (R)-(+)-1-phenyl-ethylamine